(1S,2S,3S,5R)-3-(2-(2-aminoethoxy)-4,5-dichlorophenoxy)-5-(4-methyl-7H-pyrrolo[2,3-d]pyrimidin-7-yl)cyclopentane-1,2-diol NCCOC1=C(O[C@@H]2[C@H]([C@H]([C@@H](C2)N2C=CC3=C2N=CN=C3C)O)O)C=C(C(=C1)Cl)Cl